C(C)(C)N1C(N(C=2N=NC=3C=CC(=CC3C21)C=2C=NC(=CC2)[C@@H](C)OCCN2C[C@H](CC2)OC)C)=O 1-isopropyl-8-(6-((R)-1-(2-((S)-3-methoxypyrrolidin-1-yl)ethoxy)ethyl)pyridin-3-yl)-3-methyl-1H-imidazo[4,5-c]cinnolin-2(3H)-one